diisobutyl 2-isopentyl-3-cyclohexylsuccinate C(CC(C)C)C(C(=O)OCC(C)C)C(C(=O)OCC(C)C)C1CCCCC1